(R)-2-chloro-8-(2,4-dimethoxybenzyl)-7-ethyl-7,8-dihydropterin Cl[C@@]1(NC=2N(C(C=NC2C(N1)=O)CC)CC1=C(C=C(C=C1)OC)OC)N